OCCO\N=C\1/C(N(C2=CC=CC=C12)C1CCN(CC1)C1CCC(CC1)C(C)C)=O (Z)-3-((2-hydroxy-ethoxy)imino)-1-(1-((1s,4s)-4-isopropylcyclohexyl)piperidin-4-yl)indolin-2-one